7-oxo-4-azaspiro[2.5]octane O=C1CCNC2(CC2)C1